ClC1=C(C(=C2C=NN(C2=C1)C1OCCCC1)F)C1CC1 6-chloro-5-cyclopropyl-4-fluoro-1-(tetrahydro-2H-pyran-2-yl)-1H-indazole